7-(3-Cyano-2-methylphenyl)benzo[d][1,3]dioxolane-4-carboxylic acid C(#N)C=1C(=C(C=CC1)C1=CC=C(C2=C1OCO2)C(=O)O)C